bis-cinnamylidene-1,6-hexanediamine C(C=CC1=CC=CC=C1)=C(C(N)=CC=CC1=CC=CC=C1)CCCCN